7-(prop-1-en-2-yl)quinolin-2(1H)-one C=C(C)C1=CC=C2C=CC(NC2=C1)=O